lead-tin-silver-cobalt [Co].[Ag].[Sn].[Pb]